2-(benzyloxy)-5-iodo-7-methylquinoxaline C(C1=CC=CC=C1)OC1=NC2=CC(=CC(=C2N=C1)I)C